Cyclopentyl-(2-(4-phenyl-1H-imidazol-2-yl)piperidin-1-yl)methanone C1(CCCC1)C(=O)N1C(CCCC1)C=1NC=C(N1)C1=CC=CC=C1